(S)-1-(1,3-dioxolan-2-yl)-ethane-1-amine O1C(OCC1)[C@H](C)N